N1=CNC2=C1C=CC(=C2)C(=O)N2CC1=CC(=C(C(=C1CC2)Cl)C(=O)N[C@H](C(=O)O)CNC(N[C@@H]2CCC1=CC=CC=C21)=O)Cl (2S)-2-[[2-(3H-benzimidazole-5-carbonyl)-5,7-dichloro-3,4-dihydro-1H-isoquinoline-6-carbonyl]amino]-3-[[(1R)-indan-1-yl]carbamoylamino]propanoic acid